OCC=1C=CC=2C3=C(C(NC2C1)=O)N=C(S3)C 7-(hydroxymethyl)-2-methylthiazolo[4,5-c]quinolin-4(5H)-one